5-chloro-3-hydroxy-8-((1-((1R,2R)-2-methylcyclopropyl)-1H-indazol-6-yl)sulfonyl)quinazoline-2,4(1H,3H)-dione ClC1=C2C(N(C(NC2=C(C=C1)S(=O)(=O)C1=CC=C2C=NN(C2=C1)[C@H]1[C@@H](C1)C)=O)O)=O